4-(((R)-3-acrylamidopiperidin-1-yl)methyl)-N-(4-(4-((S)-3-methylmorpholino)-7H-pyrrolo[2,3-d]pyrimidin-6-yl)phenyl)picolinamide C(C=C)(=O)N[C@H]1CN(CCC1)CC1=CC(=NC=C1)C(=O)NC1=CC=C(C=C1)C1=CC2=C(N=CN=C2N2[C@H](COCC2)C)N1